ClC1=CC=C2C(=C1)NC([C@]21N(C(C=2C1=C(N(C2)C=2C(=NC(=NC2OC)OC)OC)C(C)C)=O)C2=C(C=CC(=C2)Cl)C)=O (3S)-6-chloro-2'-(5-chloro-2-methylphenyl)-6'-(propan-2-yl)-5'-(2,4,6-trimethoxypyrimidin-5-yl)-1,2,3',5'-tetrahydro-2'h-spiro[indole-3,1'-pyrrolo[3,4-c]pyrrole]-2,3'-dione